4-(pentafluoro-λ6-sulfaneyl)benzenethiol FS(C1=CC=C(C=C1)S)(F)(F)(F)F